4'-((4-(tert-butoxycarbonyl)pyridine-2,6-diyl)bis(1H-1,2,3-triazole-4,1-diyl))bis(2-hydroxybenzoic acid) C(C)(C)(C)OC(=O)C1=CC(=NC(=C1)C=1N=NN(C1)C=1C(=C(C(=O)O)C=CC1)O)C=1N=NN(C1)C=1C(=C(C(=O)O)C=CC1)O